CN(C)C1CSSC1 The molecule is toxin isolated from marine segmented worm, Lumbriconereis heterodopa. It is also the active insecticide of the proinsecticide thiocyclam. It has a role as a toxin and an insecticide.